benzyl (3S,5S)-3-fluoro-5-((6-(3-fluoro-4-((phenylmethyl)sulfonamido)phenyl)pyrido[3,4-d]pyrimidin-2-yl)amino)piperidine-1-carboxylate F[C@@H]1CN(C[C@H](C1)NC=1N=CC2=C(N1)C=NC(=C2)C2=CC(=C(C=C2)NS(=O)(=O)CC2=CC=CC=C2)F)C(=O)OCC2=CC=CC=C2